NC1=NC=NN2C1=C(C=C2C=2C=C(C(=O)N[C@@H]1CN(C[C@@H]1F)C(C1=C(C=CC=C1)F)=O)C=C(C2)F)C(F)(F)F 3-[4-amino-5-(trifluoromethyl)pyrrolo[2,1-f][1,2,4]triazin-7-yl]-5-fluoro-N-[(3R,4S)-4-fluoro-1-(2-fluorobenzoyl)pyrrolidin-3-yl]benzamide